Cl.O=C1C=2N(CCCC1C(=O)OCC)N=C1C2CNCC1 Ethyl 11-oxo-1,3,4,7,8,9,10,11-octahydro-2H-pyrido[4',3':3,4]pyrazolo[1,5-a]azepine-10-carboxylate Hydrochloride